CN(C(=O)[C@@H]1C[C@@H]2O[C@@H]2CC1)C (1S,3S,6R)-N,N-dimethyl-7-oxabicyclo[4.1.0]heptane-3-formamide